4-fluoro-5-((5-(3-(4-isopropylpyridin-2-yl)cyclopentyl)-1H-pyrazol-3-yl)amino)-1,3-dihydrobenzo[c]thiophene 2,2-dioxide FC1=C(C=CC=2CS(CC21)(=O)=O)NC2=NNC(=C2)C2CC(CC2)C2=NC=CC(=C2)C(C)C